[Si](C)(C)(C(C)(C)C)OCCN[C@@H](C(=O)N1CC2=NN(C=C2C1)S(=O)(=O)C=1C=C2C=CC=NC2=CC1)C1=C(C=CC=C1)F (R)-2-((2-((tert-butyldimethylsilyl)oxy)ethyl)amino)-2-(2-fluorophenyl)-1-(2-(quinolin-6-ylsulfonyl)-2,6-dihydropyrrolo[3,4-c]pyrazol-5(4H)-yl)ethan-1-one